P(=O)([O-])([O-])OC[C@@H]1[C@H](C[C@@H](O1)N1C=NC=2C(N)=NC=NC12)O.[K+].[K+] dipotassium deoxyadenosine monophosphate